(S)-N-(5-chloro-4-(5,5-dimethyl-5,6-dihydro-4H-pyrrolo[1,2-b]pyrazol-3-yl)pyridin-2-yl)-2-(6-(2-hydroxypropan-2-yl)pyridin-2-yl)propionamide ClC=1C(=CC(=NC1)NC([C@@H](C)C1=NC(=CC=C1)C(C)(C)O)=O)C1=C2N(N=C1)CC(C2)(C)C